BrC=1C=C2C=CC(=C(C2=CC1)C1=C(C=CC2=CC(=CC=C12)Br)OCCO)OCCO 6,6'-dibromo-2,2'-bis(2-hydroxyethoxy)-1,1'-binaphthyl